(N,N-diethylaminomethyl)dimethoxysilane C(C)N(CC)C[SiH](OC)OC